ClC1=NN(C2=NC(=NC=C21)Cl)CC(COC2=NN(C(=C2[N+](=O)[O-])C2CC2)C=2C(=NC=C(C2)C)C)F 3,6-Dichloro-1-(3-((5-cyclopropyl-1-(2,5-dimethylpyridin-3-yl)-4-nitro-1H-pyrazol-3-yl)oxy)-2-fluoropropyl)-1H-pyrazolo[3,4-d]pyrimidine